N2,N2,2'-O-trimethyl-guanosine CN(C=1NC(C=2N=CN([C@H]3[C@H](OC)[C@H](O)[C@@H](CO)O3)C2N1)=O)C